2-(2-morpholinopyrimidin-5-yl)-10-(m-tolyl)-7,8,9,10-tetrahydro-6H-cyclohepta[4,5]imidazo[1,2-a]pyridin-10-ol O1CCN(CC1)C1=NC=C(C=N1)C=1C=CC=2N(C1)C1=C(N2)CCCCC1(O)C=1C=C(C=CC1)C